(R)-3-(3,4-bis(benzyloxy)phenyl)-2-hydroxypropionic acid C(C1=CC=CC=C1)OC=1C=C(C=CC1OCC1=CC=CC=C1)C[C@H](C(=O)O)O